FC1(CC(C1)(O)CNCC1=CC2=C(NC(=N2)C=2C=C(C=CC2)C2=C(C=C(C=C2)F)C2=NN=CN2C)C(=C1)C(F)(F)F)F 3,3-Difluoro-1-((((2-(4'-fluoro-2'-(4-methyl-4H-1,2,4-triazol-3-yl)-[1,1'-biphenyl]-3-yl)-7-(trifluoromethyl)-1H-benzo[d]imidazol-5-yl)methyl)amino)methyl)cyclobutan-1-ol